COC(C1=C(C(=CC(=C1)F)N1CC(C1)S(=O)(=O)C)Cl)=O 2-chloro-5-fluoro-3-(3-methylsulfonylazetidin-1-yl)benzoic acid methyl ester